diethyl 1,3-dioxolane-2,2-diacetate O1C(OCC1)(CC(=O)OCC)CC(=O)OCC